6-(4-(cyclopropylamino)-3-isopropyl-3H-imidazo[4,5-c]pyridin-6-yl)-1-((1s,3s)-3-(piperidin-1-yl)cyclobutyl)-1'-(piperidine-4-carbonyl)spiro[indoline-3,4'-piperidin]-2-one C1(CC1)NC1=NC(=CC2=C1N(C=N2)C(C)C)C2=CC=C1C(=C2)N(C(C12CCN(CC2)C(=O)C2CCNCC2)=O)C2CC(C2)N2CCCCC2